BrC1=C(C(=CC2=C1C[C@](O2)(C2=CC=CC=C2)C2CC(CN2)(O)C)F)Cl 5-((S)-4-bromo-5-chloro-6-fluoro-2-phenyl-2,3-dihydrobenzofuran-2-yl)-3-methylpyrrolidin-3-ol